((3-aminopropyl)amino)-N-(4,5-dimethylthiazol-2-yl)-2-methylbenzamide NCCCNC=1C(=C(C(=O)NC=2SC(=C(N2)C)C)C=CC1)C